N-(3-(methylsulfonamido)phenyl)-4-(pyrimidin-2-yl)thiophene-2-carboxamide CS(=O)(=O)NC=1C=C(C=CC1)NC(=O)C=1SC=C(C1)C1=NC=CC=N1